C1(CC1)C=1N=CC(=NC1)CN1N=C2C3=C(CCC2=C1)C=C(C=C3)C(=O)N ((5-cyclopropylpyrazin-2-yl)methyl)-4,5-dihydro-2H-benzo[g]indazole-7-carboxamide